water potassium chloride [Cl-].[K+].O